(1R,3S)-3-(1-(tert-butyl)-5-(1-(11-hydroxyundecyl)-1H-pyrazole-4-carboxamido)-1H-pyrazol-3-yl)cyclopentyl isopropylcarbamate C(C)(C)NC(O[C@H]1C[C@H](CC1)C1=NN(C(=C1)NC(=O)C=1C=NN(C1)CCCCCCCCCCCO)C(C)(C)C)=O